CN(C1CCN(CC1)C(=O)C=1N=C(SC1)C=1C=NN(C1)C1=CC=CC=C1)C N,N-dimethyl-1-[2-(1-phenyl-1H-pyrazol-4-yl)-1,3-thiazole-4-carbonyl]piperidin-4-amine